methyl-4-((5-(trifluoromethyl)pyridin-2-yl)amino)benzenesulfonamide CC1=C(C=CC(=C1)NC1=NC=C(C=C1)C(F)(F)F)S(=O)(=O)N